[H-].[V+5].[H-].[H-].[H-].[H-] vanadium hydride